trans-4-((3-(1-Cyclopropyl-1H-pyrazol-4-yl)phenyl)((trans-4-(4-methoxy-3-methylphenyl)cyclohexyl)methyl)carbamoyl)-cyclohexanecarboxylic acid C1(CC1)N1N=CC(=C1)C=1C=C(C=CC1)N(C(=O)[C@@H]1CC[C@H](CC1)C(=O)O)C[C@@H]1CC[C@H](CC1)C1=CC(=C(C=C1)OC)C